N1N=CC2=CC(=CC=C12)C#CC1=NC(=NC=C1)C1=NC(=NC=C1)N1CC2=CC=C(C=C2C1)OCC(=O)NC ((2-(4-((1H-indazol-5-yl)ethynyl)-[2,4'-bipyrimidinyl]-2'-yl)isoindolin-5-yl)oxy)-N-methylacetamide